O1C(=NC=C1)C1=C(C=C(C=N1)N)C(F)(F)F 6-(oxazol-2-yl)-5-(trifluoromethyl)pyridin-3-amine